C(CCC)OC=O butyl-formate